6-[4-(aminomethyl)phenyl]-5-(2-methyl-5-pyridin-2-ylpyrazol-3-yl)oxypyridine-3-carbonitrile NCC1=CC=C(C=C1)C1=C(C=C(C=N1)C#N)OC=1N(N=C(C1)C1=NC=CC=C1)C